FC(OC1=C(C(=O)O)C=C(C=C1)C(NCC1=CC=C(C=C1)S(=O)(=O)CC)=O)F 2-(difluoromethoxy)-5-((4-(ethylsulfonyl)benzyl)carbamoyl)benzoic acid